3-[2-(4-chloro-1-ethyl-2-methyl-1,3-benzodiazol-5-yl)ethynyl]-1-[(3s,5r)-5-(methoxymethyl)-1-(prop-2-enoyl)pyrrolidin-3-yl]-5-(methylamino)pyrazole-4-carboxamide ClC1=C(C=CC=2N(C(=NC21)C)CC)C#CC2=NN(C(=C2C(=O)N)NC)[C@@H]2CN([C@H](C2)COC)C(C=C)=O